3-[1-(4-Cyano-phenyl)-2-methyl-3-(2-piperidin-1-yl-acetyl)-1H-indol-6-yl]-propionic acid Hydrochloride Salt Cl.C(#N)C1=CC=C(C=C1)N1C(=C(C2=CC=C(C=C12)CCC(=O)O)C(CN1CCCCC1)=O)C